C(CCCCCCCCCCCCCCC(C)C)(=O)OC(CCCCCCCCC)CCCCCC hexyl-decanol isostearate